IC=1C(=NN2C1N=C(C=C2C2=CC=CC=C2)C2=CC=CC=C2)C(=O)NC2CN(CC2)C 3-Iodo-N-(1-methylpyrrolidin-3-yl)-5,7-diphenylpyrazolo[1,5-a]pyrimidine-2-carboxamide